F[C@@H]1[C@@H]([C@@H](N(C1)C(=O)[C@@H]1OCCC1)CC=1C(=C(C=CC1)C1=CC(=CC=C1)C)F)NS(=O)(=O)CC N-{(2S,3R,4S)-4-fluoro-2-[(2-fluoro-3'-methyl[1,1'-biphenyl]-3-yl)methyl]-1-[(2R)-oxolane-2-carbonyl]pyrrolidin-3-yl}ethanesulfonamide